Mono-Iso-Propyl-Amine C(C)(C)N